OC1=CC=C(C=C1)CCC=1C=C(C(=C(C1)O)[C@H]1[C@H](CCC(=C1)C)C(=C)C)O (1'R,2'S)-4-(4-hydroxyphenylethyl)-5'-methyl-2'-(prop-1-en-2-yl)-1',2',3',4'-tetrahydro-[1,1'-biphenyl]-2,6-diol